(E)-3-phenyl-2-(o-tolyl)-N-(p-tolyl)acrylamide C1(=CC=CC=C1)/C=C(/C(=O)NC1=CC=C(C=C1)C)\C1=C(C=CC=C1)C